NC=1C(=NC=CC1C1CCN(CC1)C(=O)OC(C)(C)C)C#N tert-butyl 4-(3-amino-2-cyanopyridin-4-yl)piperidine-1-carboxylate